N-(2-((4-hydroxy-phenyl)amino)pyridin-3-yl)-4-methoxybenzenesulfonamide OC1=CC=C(C=C1)NC1=NC=CC=C1NS(=O)(=O)C1=CC=C(C=C1)OC